2-(4-amino-7-((tert-butoxycarbonyl)amino)-9H-pyrimido[4,5-b]indol-9-yl)acetic acid NC1=NC=NC=2N(C3=CC(=CC=C3C21)NC(=O)OC(C)(C)C)CC(=O)O